(Z)-benzofuran-3(2H)-one oxime O1C\C(\C2=C1C=CC=C2)=N/O